O1C=CC2=C1CCCC2 4,5,6,7-tetrahydro-benzofuran